The molecule is a glycosylarabinose consisting of beta-D-glucopyranose and D-arabinopyranose joined in sequence by a (1->3) glycosidic bond. It derives from a beta-D-glucose and a D-arabinopyranose. C1[C@H]([C@H]([C@@H](C(O1)O)O)O[C@H]2[C@@H]([C@H]([C@@H]([C@H](O2)CO)O)O)O)O